N4-(4-bromo-2,6-difluorobenzyl)-7-methoxy-1,8-naphthyridine-3,4-diamine BrC1=CC(=C(CNC2=C(C=NC3=NC(=CC=C23)OC)N)C(=C1)F)F